N-[5-(4-benzhydrylpiperazine-1-carbonyl)pyrimidin-4-yl]acetamide C(C1=CC=CC=C1)(C1=CC=CC=C1)N1CCN(CC1)C(=O)C=1C(=NC=NC1)NC(C)=O